C(C)[C@@H]1C[C@@H](OC=2CCCC(C12)=O)CCC Cis-4-ethyl-2-propyl-2,3,4,6,7,8-hexahydro-5H-chromen-5-one